2-[2-fluoro-4-[3-[1-[5-(methoxymethyl)pyrimidin-2-yl]-4-piperidyl]propoxy]phenyl]-1-[3-[[[(2S,3R,4R,5R)-2,3,4,5,6-pentahydroxyhexyl]amino]methyl]azetidin-1-yl]ethanone FC1=C(C=CC(=C1)OCCCC1CCN(CC1)C1=NC=C(C=N1)COC)CC(=O)N1CC(C1)CNC[C@@H]([C@H]([C@@H]([C@@H](CO)O)O)O)O